OC=1C=C(C=O)C=CC1 m-hydroxy-benzaldehyde